O1OC1=O Peroxyketone